C[C@@H]1CNC(C=2N1C1=C(C2)C=CC(=N1)C(=O)NC1=C(C=C(C=C1)C1=CC=CC=C1)S(N)(=O)=O)=O (R)-9-methyl-6-oxo-N-(3-sulfamoyl-[1,1'-biphenyl]-4-yl)-6,7,8,9-tetrahydropyrido[3',2':4,5]pyrrolo[1,2-a]pyrazine-2-carboxamide